NC=1N=C(N=NC1)N1C[C@H]([C@](CC1)(O)C)F |r| rac-cis-1-(5-amino-1,2,4-triazin-3-yl)-3-fluoro-4-methylpiperidin-4-ol